D-2-bromo-5-((tetrahydro-2H-pyranyl-oxy)methyl)benzyl alcohol BrC1=C(CO)C=C(C=C1)COC1OCCCC1